FC1=CC(=C(C=C1C=1C=NC(=NC1)N1CCOCC1)NC(=O)C1=CN(C(C=C1C(F)(F)F)=O)C)N1C[C@@H](CC1)N(C(C)C)C |r| N-[4-fluoro-5-(2-morpholin-4-ylpyrimidin-5-yl)-2-[rac-(3R)-3-[methyl(propan-2-yl)amino]pyrrolidin-1-yl]phenyl]-1-methyl-6-oxo-4-(trifluoromethyl)pyridine-3-carboxamide